(S)-N-(3-(1-((1-methyl-1H-pyrazolo[3,4-b]pyrazin-6-yl)amino)ethyl)phenyl)-6-(methylthio)nicotinamide CN1N=CC=2C1=NC(=CN2)N[C@@H](C)C=2C=C(C=CC2)NC(C2=CN=C(C=C2)SC)=O